methyl 2-[[(6-cyclopropyl-3-ethylsulfonyl-2-pyridyl)amino]methyl]-5-(1,1,2,2,2-pentafluoroethyl)thiophene-3-carboxylate C1(CC1)C1=CC=C(C(=N1)NCC=1SC(=CC1C(=O)OC)C(C(F)(F)F)(F)F)S(=O)(=O)CC